BrC(C=C)(C)C 3-bromo-3-methyl-1-butene